C(C)(C)(C)OC(=O)NC[C@H](C)OC1=NC=C(C=C1[C@@H](C(C)C)NC1=NC=2N(C(=C1C1=CN(C=C1)C)N(CC1=CC=CC=C1)CC1=CC=CC=C1)N=CC2)F 5-(((R)-1-(2-(((S)-1-((tert-butoxycarbonyl)amino)propan-2-yl)oxy)-5-fluoropyridin-3-yl)-2-methylpropyl)amino)-7-(dibenzylamino)-6-(1-methyl-1H-pyrrol-3-yl)pyrazolo[1,5-a]pyrimidine